N-{3-[(2R)-2-(oxacyclohex-2-yloxy)propoxy]-1-[(1R,4R)-4-[(2R,6S)-2,6-dimethylmorpholin-4-yl]cyclohexyl]-1H-pyrazol-4-yl}pyrimidin-2-amine O1C(CCCC1)O[C@@H](COC1=NN(C=C1NC1=NC=CC=N1)C1CCC(CC1)N1C[C@H](O[C@H](C1)C)C)C